6-bromo-5,7-difluoroquinoline BrC=1C(=C2C=CC=NC2=CC1F)F